4-methyl-6-propyl-3,6-dihydro-2H-pyran CC=1CCOC(C1)CCC